CC1([C@@H]2CC(C([C@H]1C2)CC[C@@]2([C@H]1C([C@H](CC2)C1)(C)C)O)=O)C (1R,2S,5R)-2-(2-((1R,5S)-6,6-dimethyl-3-oxobicyclo[3.1.1]heptane-2-yl)ethyl)-2-hydroxy-6,6-dimethyl-bicyclo[3.1.1]heptane